ethyl (S)-6-(2-amino-5-(bis(2-aminoethyl)amino)-5-oxopentanamido)hexanoate trihydrochloride Cl.Cl.Cl.N[C@H](C(=O)NCCCCCC(=O)OCC)CCC(=O)N(CCN)CCN